NC=1C=C(C#N)C(=CN1)C(F)(F)F 2-amino-5-(trifluoromethyl)isonicotinonitrile